COC(=O)[C@H]1N([C@@H](CC1)CCOCCC(=O)OC)C1=NC2=C(C(=CC=C2C(=C1)N1C=NC=C1)Cl)Cl (2s,5s)-1-(7,8-dichloro-4-(1H-imidazol-1-yl)quinolin-2-yl)-5-(2-(3-methoxy-3-oxopropoxy)ethyl)pyrrolidine-2-carboxylic acid methyl ester